(+/-)-2-(5-Methyl-5-Vinyl-Tetrahydrofuran-2-Yl)Propionaldehyde CC1(CCC(O1)C(C=O)C)C=C